C(#N)C1=C(OCC=2C=C(C=CC2F)[C@H]2CN(CC2)CC2=NC3=C(N2C[C@H]2OCC2)C=C(C=C3)C(=O)O)C=CC(=C1)F 2-{[(3S)-3-{3-[(2-cyano-4-fluorophenoxy)methyl]-4-fluorophenyl}pyrrolidin-1-yl]methyl}-1-{[(2S)-oxetan-2-yl]methyl}-1H-1,3-benzodiazole-6-carboxylic acid